2-(hydroxymethylene)-5-(2,6-dimethoxyphenyl)cyclohexane-1,3-dione OC=C1C(CC(CC1=O)C1=C(C=CC=C1OC)OC)=O